1-[(2-cyclopropyl-3,4-dihydro-1H-isoquinolin-6-yl)methyl]-N-{[2-fluoro-3-methoxy-6-(4-methyl-1,2,3-triazol-1-yl)phenyl]methyl}-3-(methoxymethyl)pyrazole-4-carboxamide C1(CC1)N1CC2=CC=C(C=C2CC1)CN1N=C(C(=C1)C(=O)NCC1=C(C(=CC=C1N1N=NC(=C1)C)OC)F)COC